2-(p-aminophenyl)benzene NC1=CC=C(C=C1)C1=CC=CC=C1